2,2',2''-(10-(2-((2-(dioctadecylamino)-2-oxoethyl)amino)-2-oxoethyl)-1,4,7,10-tetraazacyclododecane-1,4,7-triyl)triacetic acid C(CCCCCCCCCCCCCCCCC)N(C(CNC(CN1CCN(CCN(CCN(CC1)CC(=O)O)CC(=O)O)CC(=O)O)=O)=O)CCCCCCCCCCCCCCCCCC